C1(CC1)OC1=C(C=C(C(=O)NC[C@](O)(C=2C=C3C(=C(N2)C2=CC=C(C=C2)F)OC[C@]3(C(F)(F)F)N3C=NC=C3)C3CC3)C=C1)OC 4-cyclopropoxy-N-((S)-2-cyclopropyl-2-((R)-7-(4-fluorophenyl)-3-(1H-imidazol-1-yl)-3-(trifluoromethyl)-2,3-dihydrofuro[2,3-c]pyridin-5-yl)-2-hydroxyethyl)-3-methoxybenzamide